CC1=CC(=NN1)NC1=NC=NC2=CC(=CC=C12)N1CCN(CC1)C 4-[(5-methyl-1H-pyrazol-3-yl)amino]-7-(4-methylpiperazin-1-yl)quinazoline